CC1C2CC3(CC(CC1C3)C2)N 4-methyltricyclo[3.3.1.13,7]decan-1-amine